(1r,4r)-4-((5-(3-fluoroimidazo[1,2-a]pyridin-6-yl)-7H-pyrrolo[2,3-d]pyrimidin-2-yl)amino)-1-methylcyclohexan-1-ol FC1=CN=C2N1C=C(C=C2)C2=CNC=1N=C(N=CC12)NC1CCC(CC1)(O)C